1-(5-chloro-1H-1,3-benzodiazol-2-yl)-3-[4-(trifluoromethyl)phenyl]-1H-pyrazol-5-ol ClC1=CC2=C(NC(=N2)N2N=C(C=C2O)C2=CC=C(C=C2)C(F)(F)F)C=C1